3,11-di-tertbutyl-7H-dibenzo[c,g]carbazole C(C)(C)(C)C=1C=CC2=C(C=CC=3NC=4C=CC5=C(C4C23)C=CC(=C5)C(C)(C)C)C1